Sodium (2S)-2-((2S)-2-(((bicyclo[2.2.1]heptan-2-ylmethoxy)carbonyl)amino)-4-methyl pentanamido)-1-hydroxy-3-((S)-2-oxopyrrolidin-3-yl)propane-1-sulfonate C12C(CC(CC1)C2)COC(=O)N[C@H](C(=O)N[C@H](C(S(=O)(=O)[O-])O)C[C@H]2C(NCC2)=O)CC(C)C.[Na+]